tetra-normal octylphosphonium bromide [Br-].C(CCCCCCC)[P+](CCCCCCCC)(CCCCCCCC)CCCCCCCC